tert-butyl 4-(2-cyano-3-cyclopropyl-5-(2-methylprop-1-en-1-yl)phenyl)piperazine-1-carboxylate C(#N)C1=C(C=C(C=C1C1CC1)C=C(C)C)N1CCN(CC1)C(=O)OC(C)(C)C